6-[difluoro(3-pyridyl)methyl]-2-(2,5-dimethylpyrrol-1-yl)-3-methyl-benzimidazole-4-carbonitrile FC(C=1C=C(C2=C(N=C(N2C)N2C(=CC=C2C)C)C1)C#N)(C=1C=NC=CC1)F